1-(2-oxo-1,3-dihydrobenzimidazol-4-yl)-3-[[2-(1-piperidinyl)-6-(trifluoromethyl)-3-pyridinyl]methyl]urea O=C1NC2=C(N1)C=CC=C2NC(=O)NCC=2C(=NC(=CC2)C(F)(F)F)N2CCCCC2